1,2,2,2-tetrafluoro-1-methoxyethane FC(C(F)(F)F)OC